N-(1-(4-(Benzo[d]thiazol-2-ylmethyl)piperazine-1-carbonyl)-1H-pyrazol-3-yl)methanesulfonamide S1C(=NC2=C1C=CC=C2)CN2CCN(CC2)C(=O)N2N=C(C=C2)NS(=O)(=O)C